N1=NC=NC2=C1N=CC=C2 pyrido[3,2-e][1,2,4]triazine